6-bromo-4-(dimethylamino)-1H-thieno[3,2-d]pyrimidin-2-one BrC1=CC=2NC(N=C(C2S1)N(C)C)=O